N-((S)-1-amino-1-oxo-3-((S)-2-oxopiperidin-3-yl)propan-2-yl)-2-(7-chloro-4-methoxy-1H-indole-2-carbonyl)-2-azaspiro[4.5]decane-3-carboxamide NC([C@H](C[C@H]1C(NCCC1)=O)NC(=O)C1N(CC2(C1)CCCCC2)C(=O)C=2NC1=C(C=CC(=C1C2)OC)Cl)=O